(S)-N-(4-(3-(1-acryloylpiperidin-3-yl)pyridin-4-yl)-2-methylbenzyl)-3-(1-methylcyclopropyl)-1,2,4-oxadiazole-5-carboxamide C(C=C)(=O)N1C[C@@H](CCC1)C=1C=NC=CC1C1=CC(=C(CNC(=O)C2=NC(=NO2)C2(CC2)C)C=C1)C